Holmium(III) Bis(Pyridine) N1=CC=CC=C1.N1=CC=CC=C1.[Ho+3]